8-fluoro-3-{1-[4-(piperazine-1-carbonyl)-phenyl]-1H-[1,2,3]triazol-4-yl}-1H-quinolin-2-one FC=1C=CC=C2C=C(C(NC12)=O)C=1N=NN(C1)C1=CC=C(C=C1)C(=O)N1CCNCC1